(R)-4-(5-cyclopropyl-1,3,4-thiadiazol-2-yl)-N-(8-methylisoquinolin-1-yl)-N-(piperidin-3-yl)benzamide C1(CC1)C1=NN=C(S1)C1=CC=C(C(=O)N([C@H]2CNCCC2)C2=NC=CC3=CC=CC(=C23)C)C=C1